ClC1=C(OC2=NC(=NC(=C2CC)C2=C(C=CC=C2)C)NS(=O)(=O)C=2C=NN(C2)C)C=CC=C1N1CCN(CC1)C N-[4-[2-chloro-3-(4-methylpiperazin-1-yl)phenoxy]-5-ethyl-6-(o-tolyl)pyrimidin-2-yl]-1-methyl-pyrazole-4-sulfonamide